N1(C=NC=C1)C=1C=CC(=C(C1)O)C1=NC=C(N=C1)S[C@H]1C[C@@]2(CC[C@H](C1)N2)C 5-(1H-imidazol-1-yl)-2-(5-(((1s,3r,5r)-1-methyl-8-azabicyclo[3.2.1]oct-3-yl)thio)pyrazin-2-yl)phenol